6-((4-((tert-Butyldiphenylsilyl)oxy)butyl)amino)-11-((N-(3-heptyldecanoyl)-N-methyl-glycyl)oxy)undecyl 2-hexyldecanoate C(CCCCC)C(C(=O)OCCCCCC(CCCCCOC(CN(C)C(CC(CCCCCCC)CCCCCCC)=O)=O)NCCCCO[Si](C1=CC=CC=C1)(C1=CC=CC=C1)C(C)(C)C)CCCCCCCC